3',3',5',5'-tetramethyl-benzidine CC1(CC(C2=CC=C(N)C=C2)=CC(C1N)(C)C)C